CC=1N=C2N(N=C(C=C2C)NC(=O)C=2C=CC=C3C(=CN=NC23)N2CCNCC2)C1 N-[2,8-dimethylimidazo[1,2-b]pyridazin-6-yl]-4-(piperazin-1-yl)cinnoline-8-carboxamide